3-({[(1S)-5-[methyl-(4-methylphenyl)amino]-1,3-dihydro-2-benzofuran-1-yl]methyl}amino)pyridine-4-carboxylic acid CN(C1=CC2=C([C@H](OC2)CNC=2C=NC=CC2C(=O)O)C=C1)C1=CC=C(C=C1)C